2-chloro-N-(5-chloro-6-(4-(2-hydroxypropan-2-yl)-2H-1,2,3-triazol-2-yl)pyridin-3-yl)-8,8-dimethyl-7,8-dihydro-6H-cyclopenta[e]pyrazolo[1,5-a]pyrimidine-6-carboxamide ClC1=NN2C(N=CC3=C2C(CC3C(=O)NC=3C=NC(=C(C3)Cl)N3N=CC(=N3)C(C)(C)O)(C)C)=C1